Cl.Cl.CNCCN N-methyl-ethylenediamine dihydrochloride